C(C1=CC=CC=C1)N1C=NC2=C1C=CC=C2 1-benzyl-1H-benzo[d]imidazole